FC(C1=C(C=C2CCCN(C2=C1)C1=C(C(=CC=C1)[N+](=O)[O-])N[C@H](C(=O)O)C)C=1C=NN(C1)C)F (S)-2-((2-(7-(difluoromethyl)-6-(1-methyl-1H-pyrazol-4-yl)-3,4-dihydroquinolin-1(2H)-yl)-6-nitrophenyl)amino)propionic acid